C[C@@H]1N(C2=C(C=CC=C2N(C1)C)C)S(=O)(=O)C1=C(C=C(C=C1)N1C=NC(=C1)C)C (2S)-2,4,8-trimethyl-1-[2-methyl-4-(4-methylimidazol-1-yl)phenyl]sulfonyl-2,3-dihydroquinoxaline